C(C)(CC)OC1=NC=2N(C=C1C(=O)O)C=C(N2)C21COC(C2)(C1)C 7-(sec-butoxy)-2-(1-methyl-2-oxabicyclo[2.1.1]hexan-4-yl)imidazo[1,2-a]pyrimidine-6-carboxylic acid